(S)-3-(2-(2-amino-4-methylpentanoyl)-1-(2-fluoroacetyl)hydrazinyl)propanamide N[C@H](C(=O)NN(C(CF)=O)CCC(=O)N)CC(C)C